CN(CCCNCCN)C 2-(3-Dimethylaminopropylamino)ethylamin